4-(6-morpholinoquinoxalin-2-yl)-1H-pyrazol O1CCN(CC1)C=1C=C2N=CC(=NC2=CC1)C=1C=NNC1